N-(3,4-dichlorophenyl)-1-(2-methoxyethyl)indazole-5-carboxamide ClC=1C=C(C=CC1Cl)NC(=O)C=1C=C2C=NN(C2=CC1)CCOC